methyl-2-(2-hydroxy-6-methoxy-4-((3,4,5-trihydroxy-6-(hydroxymethyl)tetrahydro-2H-pyran-2-yl)oxy)phenoxy)-4-methoxybenzoate COC(C1=C(C=C(C=C1)OC)OC1=C(C=C(C=C1OC)OC1OC(C(C(C1O)O)O)CO)O)=O